2-(3-methylphenyl)-5-pentylbenzene-1,3-diol CC=1C=C(C=CC1)C1=C(C=C(C=C1O)CCCCC)O